ClC=1C=C(C=C(C1)F)C(CC)O 1-(3-chloro-5-fluorophenyl)propan-1-ol